6-(1H-pyrazol-4-yl)pyrazolo[1,5-a]Pyrazine-3-carbonitrile 2,2,2-trifluoroacetate FC(C(=O)O)(F)F.N1N=CC(=C1)C=1N=CC=2N(C1)N=CC2C#N